Ethyl 2-((((4aS,6S,7R,7aS)-7-fluoro-6-(5-methyl-2,4-dioxo-3,4-dihydropyrimidin-1(2H)-yl)-2-oxidotetrahydro-4H-furo[3,2-d][1,3,2]dioxaphosphinin-2-yl)oxy)methyl)benzoate F[C@H]1[C@H](O[C@@H]2[C@@H]1OP(OC2)(=O)OCC2=C(C(=O)OCC)C=CC=C2)N2C(NC(C(=C2)C)=O)=O